fluorocyclopropanecarboxamide formate C(=O)O.FC1(CC1)C(=O)N